N-((1-benzylcyclobutyl)methyl)-5-hydroxy-6-methylnicotinamide C(C1=CC=CC=C1)C1(CCC1)CNC(C1=CN=C(C(=C1)O)C)=O